N-propyl-N-undecylurea C(CC)N(C(=O)N)CCCCCCCCCCC